O-(2-bromopropyl)glycolic acid BrC(COC(CO)=O)C